4-methylthiophen tert-butyl-4-(4-oxo-3,4-dihydroimidazo[5,1-f][1,2,4]triazin-5-yl)-3,6-dihydropyridine-1(2H)-carboxylate C(C)(C)(C)OC(=O)N1CCC(=CC1)C=1N=CN2N=CNC(C21)=O.CC=2C=CSC2